trans-4-((4-(2-Iso-propylthiazol-5-yl)-pyridin-2-yl)((trans-4-(5-methoxy-6-methylpyridin-2-yl)-cyclohexyl)methyl)-carbamoyl)cyclohexyl 3-hydroxyazetidine-1-carboxylate OC1CN(C1)C(=O)O[C@@H]1CC[C@H](CC1)C(N(C[C@@H]1CC[C@H](CC1)C1=NC(=C(C=C1)OC)C)C1=NC=CC(=C1)C1=CN=C(S1)C(C)C)=O